2-amino-3-(2,5-dichloro-1,3-thiazol-4-yl)propanoic acid NC(C(=O)O)CC=1N=C(SC1Cl)Cl